COCCOCC1=NC(=CC=C1C(=O)C1C(CCCC1=O)=O)C 2-({2-[(2-Methoxyethoxy)methyl]-6-methylpyridin-3-yl}carbonyl)cyclohexan-1,3-dion